C[C@]12CC3(CC(C[C@@](C1)(C3)C)C2)NC(=O)NC2=CC=C(C=C2)C(=O)N2CCCCC2 1-((1r,3R,5S,7r)-3,5-dimethyladamantan-1-yl)-3-(4-(piperidine-1-carbonyl)phenyl)urea